FC=1C=C(C=CC1OC)N1C(N(C=2C=NC=3C=CC(=CC3C21)C=2C=NC(=CC2)C=2C=NN(C2)C)C)=O 1-(3-fluoro-4-methoxyphenyl)-3-methyl-8-(6-(1-methyl-1H-pyrazol-4-yl)pyridin-3-yl)-1,3-dihydro-2H-imidazo[4,5-c]quinolin-2-one